N-[(2,4-Dichlorophenyl)methyl]-1-(4-methylphenyl)-5-oxopyrrolidine-3-carboxamide ClC1=C(C=CC(=C1)Cl)CNC(=O)C1CN(C(C1)=O)C1=CC=C(C=C1)C